4-bromo-2,6-difluoroanisole BrC1=CC(=C(C(=C1)F)OC)F